((4-(5-chloro-2-methyl-4-nitrophenyl)piperazin-1-yl)methyl)piperidine-1-carboxylic acid tert-butyl ester C(C)(C)(C)OC(=O)N1C(CCCC1)CN1CCN(CC1)C1=C(C=C(C(=C1)Cl)[N+](=O)[O-])C